FC1=C(C(=C(C(=C1[B-](C1=C(C(=C(C(=C1F)F)F)F)F)(C1=C(C(=C(C(=C1F)F)F)F)F)C1=C(C(=C(C(=C1F)F)F)F)F)F)F)F)F.[CH-]1C=CC=C1.[CH-]1C=CC=C1.[Fe+2] ferrocene tetrakis(pentafluorophenyl)borate